3,3'-(Silolane-1,1-diyl)bis(N,N-dimethylaniline) [Si]1(CCCC1)(C=1C=C(N(C)C)C=CC1)C=1C=C(N(C)C)C=CC1